CC1=C(C=CC=C1)C=CC(=O)O 3-(o-methylphenyl)acrylic acid